C12CN(CC(CC1)N2)C2(CC2)COC=2N=C(C1=C(N2)CN(CC1)C1=CC=CC2=CC=CC(=C12)C)N1C[C@@H](N(CC1)C(C=C)=O)CC#N ((2S)-4-(2-((1-(3,8-diazabicyclo[3.2.1]oct-3-yl)cyclopropyl)methoxy)-7-(8-methylnaphthalen-1-yl)-5,6,7,8-tetrahydropyrido[3,4-d]pyrimidin-4-yl)-1-acryloylpiperazin-2-yl)acetonitrile